(4-fluoro-2-(trifluoromethyl)phenyl)boronic acid FC1=CC(=C(C=C1)B(O)O)C(F)(F)F